C(C1=CC=CC=C1)(C1=CC=CC=C1)(C1=CC=CC=C1)N1N=NN=C1C1=C(C=CC=C1)C1=CC=CC=C1 2'-(1-trityl-tetrazol-5-yl)-biphenyl